3-((2-(carboxymethyl)phenoxy)methyl)benzofuran-2-carboxylic acid C(=O)(O)CC1=C(OCC2=C(OC3=C2C=CC=C3)C(=O)O)C=CC=C1